6-(2-oxo-5-azabicyclo[2.2.2]octan-5-yl)-1-(benzenesulfonyl)-1H-pyrrole O=C1C2CN(C(C1)CC2)C2=CC=CC=C2S(=O)(=O)N2C=CC=C2